N1C(=NC2=C1C=CC=C2)[C@@H]2[C@H](C2)C(=O)NC2(CCC2)C(=O)NC2=CC(=CC=C2)C(F)(F)F 1-((1S,2S)-2-(1H-Benzo[d]imidazol-2-yl)cyclopropane-1-carboxamido)-N-(3-(trifluoromethyl)phenyl)cyclobutane-1-carboxamide